C(C)C=1C=C(C=C(C1)F)C1CC2(CN(C2)C(=O)OC(C)(C)C)CC1 tert-Butyl 6-(3-ethyl-5-fluorophenyl)-2-azaspiro[3.4]octane-2-carboxylate